FC(C(C)OS(=O)(=O)C(F)(F)F)(F)F 1,1,1-trifluoropropan-2-yltrifluoromethanesulfonate